hydroxy-4-piperidyl-acetic acid OC(C(=O)O)C1CCNCC1